C(C=C)(=O)N1C[C@@H](N(CC1)C=1C2=C(N(C(N1)=O)C1=C(C#N)C=CC=C1C(C)C)N=C(C(=C2)Cl)C2=C(C=CC=1C=COC12)F)C 2-(4-((S)-4-acryloyl-2-methylpiperazin-1-yl)-6-chloro-7-(6-fluorobenzofuran-7-yl)-2-oxopyrido[2,3-d]pyrimidin-1(2H)-yl)-3-isopropylbenzonitrile